2'-Hydroxy-4,4'-bis(methoxymethoxy)chalcone OC1=C(C(/C=C/C2=CC=C(C=C2)OCOC)=O)C=CC(=C1)OCOC